(1S)-1-(3-chlorophenyl)-2-[(2R,4S)-4-[(4-methanesulfonylphenoxy)methyl]-2-methylpyrrolidin-1-yl]ethan-1-ol ClC=1C=C(C=CC1)[C@@H](CN1[C@@H](C[C@@H](C1)COC1=CC=C(C=C1)S(=O)(=O)C)C)O